C(C1=CC=CC=C1)OC(=O)[C@@H]1CC[C@H]2N1C([C@H](CCC2)N)=O (3s,6s,9as)-6-amino-5-oxooctahydro-1H-pyrrolo[1,2-a]azepine-3-carboxylic acid benzyl ester